C(C)(C)(C)OC(=O)N[C@@H]1C2=CC=CC=C2CC12CCN(CC2)C=2C(=NC(=CN2)S)C(=O)[O-] 3-[(3S)-3-{[(tert-butoxy)carbonyl]amino}-1,3-dihydrospiro[indene-2,4'-piperidin]-1'-yl]-6-sulfanylpyrazine-2-carboxylate